N-(1-(azetidin-1-ylmethyl)cyclopropyl)-2,2-difluoro-2-(6-methylpyridin-2-yl)acetamide N1(CCC1)CC1(CC1)NC(C(C1=NC(=CC=C1)C)(F)F)=O